C/C(/C=C/C(=O)ONC(=O)C1CCC(CC1)O)=C\C=C\C(=C\C=C\C=C(\C=C\C=C(/C=C/C(=O)[O-])\C)/C)\C [(E)-4-hydroxycyclohexamido] (2E,4E,6E,8E,10E,12E,14E,16Z,18E)-4,8,13,17-tetramethylicosa-2,4,6,8,10,12,14,16,18-nonaenedioate